NC=1SC=C(N1)C=1N=NN(C1)[C@@H]1[C@H]([C@@H](SC=2C(=NC=C(C2)Cl)C)O[C@@H]([C@@H]1O)CO)OCC 5-chloro-2-methyl-pyridin-3-yl 3-[4-(2-aminothiazol-4-yl)-1H-1,2,3-triazol-1-yl]-3-deoxy-2-O-ethyl-1-thio-alpha-D-galactopyranoside